2-((2R)-1-(9-chloro-10-(2,4-difluorophenyl)-5-oxo-2,3-dihydro-5H-[1,4]thiazino[2,3,4-ij]quinazolin-7-yl)piperazin-2-yl)acetonitrile ClC=1C=C2C(=NC(N3C2=C(C1C1=C(C=C(C=C1)F)F)SCC3)=O)N3[C@@H](CNCC3)CC#N